COC1=CC=C(CN(C=2C=C(C#N)C(=CN2)Br)CC2=CC=C(C=C2)OC)C=C1 2-(bis(4-methoxybenzyl)amino)-5-bromoisonicotinonitrile